C(C)S(=O)(=O)C=1C=C(C=NC1C1=NC2=C(C=NC(=C2)C(F)(F)F)N1C)C(=O)N 5-ethylsulfonyl-6-[3-methyl-6-(trifluoromethyl)imidazo[4,5-c]pyridin-2-yl]pyridine-3-carboxamide